FC1=CC(=C(C(=C1)C(C)C)NC(=O)N=S(=O)(N)C=1C=CC2=C(CCO2)C1)C(C)C N'-((4-fluoro-2,6-diisopropyl-phenyl)carbamoyl)-2,3-dihydro-benzofuran-5-sulfonimidamide